5-(4-chlorophenyl)-1H-pyrrolo[2,3-b]Pyridine ClC1=CC=C(C=C1)C=1C=C2C(=NC1)NC=C2